C(C)(C)[C@H]1CC[C@H](CC1)N1CCC(CC1)N1C(=CC2=CC=CC=C12)C(C)O 1-(1-(1-(cis-4-isopropylcyclohexyl)piperidin-4-yl)-1H-indol-2-yl)ethan-1-ol